NC1=CC2=CN(N=C2C=C1C(C)(C)O)C1CCC(CC1)N1C[C@@H](N(CC1)C(=O)OC(C)(C)C)COC tert-butyl (R)-4-((1r,4R)-4-(5-amino-6-(2-hydroxypropan-2-yl)-2H-indazol-2-yl)cyclohexyl)-2-(methoxymethyl)piperazine-1-carboxylate